tert-Butyl (S)-3-(1-(4'-hydroxy-[1,1'-biphenyl]-4-yl)-2-oxo-1,2-dihydro-3H-imidazo[4,5-b]pyridin-3-yl)pyrrolidine-1-carboxylate OC1=CC=C(C=C1)C1=CC=C(C=C1)N1C(N(C2=NC=CC=C21)[C@@H]2CN(CC2)C(=O)OC(C)(C)C)=O